FC1=C(C=C(C(=O)OCC)C=C1)NC1=NN(C2=NC(=NC=C21)NC=2C=NC=NC2)C ethyl 4-fluoro-3-((1-methyl-6-(pyrimidin-5-ylamino)-1H-pyrazolo[3,4-d]pyrimidin-3-yl)amino)benzoate